1-(6-(4-(5-chloro-1,6-dimethyl-1H-indazol-7-yl)-3-fluoro-7,7-dimethyl-7,8-dihydro-5H-pyrano[4,3-b]pyridin-2-yl)-2,6-diazaspiro[3.4]octan-2-yl)-2-propen-1-one ClC=1C=C2C=NN(C2=C(C1C)C1=C2C(=NC(=C1F)N1CC3(CN(C3)C(C=C)=O)CC1)CC(OC2)(C)C)C